1-chloro-3-(cyanoamino)cyclobutane-1-carboxamide ClC1(CC(C1)NC#N)C(=O)N